N1=CN=C(C2=C1C=CC=N2)NC2CCCC1=CC(=CC=C21)NC(OC(C)(C)C)=O tert-Butyl N-[1-(pyrido[3,2-d]pyrimidin-4-ylamino)tetralin-6-yl]carbamate